3,9-diazaspiro[5.5]undecan-3-yl-[(R-2R,6R)-6-methyl-4-[8-(trifluoromethyl)-5-quinolyl]morpholin-2-yl]methanone C1CN(CCC12CCNCC2)C(=O)[C@H]2CN(C[C@H](O2)C)C2=C1C=CC=NC1=C(C=C2)C(F)(F)F